1-isopropyl-3-[(4-m-toluylamino-3-pyridyl)sulfonyl]urea C(C)(C)NC(=O)NS(=O)(=O)C=1C=NC=CC1NC=1C=C(C=CC1)C